B(C1=C(C(=C(C=C1)F)F)F)(O)O trifluorophenylboronic acid